2-(tert-butyl)-2H-tetrazole-5-carboxylic acid C(C)(C)(C)N1N=C(N=N1)C(=O)O